COC(C=C)=O.C(C=C)(=O)O acrylic acid methylacrylate